4-chloro-6-methoxyquinoline-7-carbonitrile ClC1=CC=NC2=CC(=C(C=C12)OC)C#N